3-(4-methylphenyl)propionic acid CC1=CC=C(C=C1)CCC(=O)O